N-(5-([1,1'-biphenyl]-4-carboxamido)-2-methylphenyl)-5-methylisoxazole-3-carboxamide C1(=CC=C(C=C1)C(=O)NC=1C=CC(=C(C1)NC(=O)C1=NOC(=C1)C)C)C1=CC=CC=C1